difluoro phosphate lithium trifluoroborate B(F)(F)F.[Li+].P(=O)(OF)(OF)[O-]